ClC=1C=C(C=CC1F)C(C=1NC(=C(N1)S(=O)(=O)C)C)OC1CCC2(C(C2)(F)F)CC1 2-[(3-chloro-4-fluorophenyl)-(2,2-difluorospiro[2.5]octan-6-yl)oxymethyl]-5-methyl-4-methylsulfonyl-1H-imidazole